1-(1-(6-(8-methoxyimidazo[1,2-a]pyrazin-6-yl)pyrimidin-4-yl)ethyl)urea COC=1C=2N(C=C(N1)C1=CC(=NC=N1)C(C)NC(=O)N)C=CN2